(R)-8-((5-bromo-2-ethoxyphenyl)sulfonyl)-1-oxa-8-azaspiro[4.5]Decan-3-amine BrC=1C=CC(=C(C1)S(=O)(=O)N1CCC2(C[C@H](CO2)N)CC1)OCC